5-bromo-3-(4,4-difluoropiperidin-1-yl)-7-methylquinoxaline-2-carbonitrile BrC1=C2N=C(C(=NC2=CC(=C1)C)C#N)N1CCC(CC1)(F)F